FC(C1=CC=C(C=C)C=C1)(F)F 4-(trifluoromethyl)styrene